CO[C@@H](C)C1=C(C=NC=2N1N=CC2)C(=O)O (S)-7-(1-methoxyethyl)pyrazolo[1,5-a]pyrimidine-6-carboxylic acid